C12N(CC(CC1)C2)CC(=O)NC=2C=C(C(=NC2)C)NC(=O)C=2C=C1C(=NC2)NC(=C1)C=1C(=NN(C1)C)OC N-(5-(2-(2-azabicyclo[2.2.1]heptan-2-yl)acetamido)-2-methylpyridin-3-yl)-2-(3-methoxy-1-methyl-1H-pyrazol-4-yl)-1H-pyrrolo[2,3-b]pyridine-5-carboxamide